t-butylisopropylidenebenzene C(C)(C)(C)C1C(C=CC=C1)=C(C)C